dibenzyl trans-4-cyclohexene-1,2-dicarboxylate [C@@H]1([C@@H](CC=CC1)C(=O)OCC1=CC=CC=C1)C(=O)OCC1=CC=CC=C1